CS(=O)(=O)/C=C/[C@H](C)NC(=O)N1CC2=CC=CC=C2C[C@H]1C1=CC=CC=C1 (S)-N-((S,E)-4-(methylsulfonyl)but-3-en-2-yl)-3-phenyl-3,4-dihydroisoquinoline-2(1H)-carboxamide